F[C@H]1CN(CC[C@H]1NC1=C2C=C(N(C2=CC=C1)CC(F)(F)F)C1=NN=C(O1)CNC(C1=CC=CC=C1)=O)C N-((5-(4-(((3S,4R)-3-fluoro-1-methylpiperidin-4-yl)amino)-1-(2,2,2-trifluoroethyl)-1H-indol-2-yl)-1,3,4-oxadiazol-2-yl)methyl)benzamide